FC(C1=CC=C(C=C1)[B-](C1=CC=C(C=C1)C(F)(F)F)(C1=CC=C(C=C1)C(F)(F)F)C1=CC=C(C=C1)C(F)(F)F)(F)F.C(CC)[NH+](CCC)CCC tripropylammonium tetrakis(p-trifluoromethylphenyl)borate